C12C(CC(C=C1)C2)CC(=O)O bicyclo[2.2.1]hept-5-ene-2-acetic acid